CC=1N=C(C=C2C1OC(=C2)C=2C(=C(C=CC2)C2=CC=CC=C2)C)C=O 7-methyl-2-(2-methylbiphenyl-3-yl)furo[2,3-c]pyridine-5-carbaldehyde